FC(C(C)(O[Si](CC)(CC)CC)C1=NC=C(C=C1)F)(C=C)F 2-(3,3-difluoro-2-((triethylsilyl)oxy)pent-4-en-2-yl)-5-fluoropyridine